(tert-butoxy)formamide C(C)(C)(C)ONC=O